C(C)NC=1N=CC2=C(N1)NC=C2C=2C=CC=1N(N2)C(=CN1)C N-ethyl-5-(3-methylimidazo[1,2-b]pyridazin-6-yl)-7H-pyrrolo[2,3-d]pyrimidin-2-amine